(S)-3-(5-(4-chloro-3-(trifluoromethyl)pyridin-2-yl)quinolin-8-yl)-2-(2,6-dichlorobenzoylamino)propionic acid ClC1=C(C(=NC=C1)C1=C2C=CC=NC2=C(C=C1)C[C@@H](C(=O)O)NC(C1=C(C=CC=C1Cl)Cl)=O)C(F)(F)F